CC(CC(=O)O)C β-methylbutyric acid